COC=1C=C(C=CC1OC)C=1N=C(SC1)C1CCN(CC1)C(CNC(C1=CC=CC=C1)=O)=O N-(2-(4-(4-(3,4-dimethoxyphenyl)thiazol-2-yl)piperidin-1-yl)-2-oxoethyl)benzamide